C(C)(C)(C)OC(=O)NC/C(/CN1N=CC(=C1)C(=O)OC)=C\F Methyl (E)-1-(2-(((tert-butoxycarbonyl) amino) methyl)-3-fluoroallyl)-1H-pyrazole-4-carboxylate